N-(4-((4-fluoro-3-(pyridin-2-yl)phenyl)amino)-7-(3-(4-methylpiperazin-1-yl)propoxy)quinazolin-6-yl)acrylamide FC1=C(C=C(C=C1)NC1=NC=NC2=CC(=C(C=C12)NC(C=C)=O)OCCCN1CCN(CC1)C)C1=NC=CC=C1